6-(furan-2-yl)-7-methoxyl-1,9-dimethyl-9H-pyrido[3,4-b]indole O1C(=CC=C1)C=1C=C2C3=C(N(C2=CC1OC)C)C(=NC=C3)C